NC1=C(C=C(C=N1)C1=CC=C(C=C1)[C@]12CN(C[C@@H]2C1)C(=O)OC(C)(C)C)C(=O)OC tert-butyl (1S,5R)-1-(4-(6-amino-5-(methoxycarbonyl) pyridin-3-yl) phenyl)-3-azabicyclo[3.1.0]hexane-3-carboxylate